Benzyl {2-[methoxy(methyl)amino]-2-oxoethyl}carbamate CON(C(CNC(OCC1=CC=CC=C1)=O)=O)C